8-((3S,4S)-3-Ethoxy-4-(4-(methylsulfonyl)phenoxy)piperidin-1-yl)-5-methyl-6-oxo-5,6-dihydro-1,5-naphthyridin-2-carbonitril C(C)O[C@H]1CN(CC[C@@H]1OC1=CC=C(C=C1)S(=O)(=O)C)C1=CC(N(C=2C=CC(=NC12)C#N)C)=O